N-(3-(1,1-difluoroethyl)phenyl)-3-methyl-5-oxo-1-(4-(trifluoromethyl)phenyl)-4,5-dihydro-1H-pyrazole-4-carboxamide FC(C)(F)C=1C=C(C=CC1)NC(=O)C1C(=NN(C1=O)C1=CC=C(C=C1)C(F)(F)F)C